C1=C(C=CC=2SC3=C(C21)C=CC=C3)[SiH](C3=CC=CC=C3)C3=CC=CC=C3 dibenzo[b,d]Thiophen-2-yldiphenylsilane